(4-(((3-pentanamidoquinolin-4-yl)amino)methyl)phenyl)carbamic acid tert-butyl ester C(C)(C)(C)OC(NC1=CC=C(C=C1)CNC1=C(C=NC2=CC=CC=C12)NC(CCCC)=O)=O